N1(C=NC=C1)CC1=CN=C(S1)C(=O)N[C@H](CN1N=C(C=C1)C1=CC(=C(C=C1)C#N)Cl)C (S)-5-((1H-imidazol-1-yl)methyl)-N-(1-(3-(3-chloro-4-cyanophenyl)-1H-pyrazol-1-yl)propan-2-yl)thiazole-2-carboxamide